CN1CCC(=CC1)C=1C(=C(N)C(=CC1)[N+](=O)[O-])OCC(F)(F)F 3-(1-methyl-1,2,3,6-tetrahydropyridin-4-yl)-6-nitro-2-(2,2,2-trifluoroethoxy)aniline